[I-].C(C)[N+](C)(C)CCC1=CNC2=CC=CC(=C12)O ethyl[2-(4-hydroxy-1H-indol-3-yl)ethyl]dimethylazanium iodide